ClC1=CC(=C(C=C1)O)O 4-chloro-1,2-dihydroxybenzene